2-methyl-1-heptylindole CC=1N(C2=CC=CC=C2C1)CCCCCCC